S1C=NC2=C1C=C(C=C2)\C=C/2\C(N(C(=N2)NCC2=C(C=CC=C2)C(F)(F)F)C)=O (5Z)-5-(1,3-Benzothiazol-6-ylmethylene)-3-methyl-2-[[2-(trifluoromethyl)phenyl]methylamino]imidazol-4-one